C(C)(C)(C)OC(=O)N[C@H](CCO[C@H](C)C1=NC=CC(=C1)N(C(OC(C)(C)C)=O)C1=CC(=NN1C(C)(C)C)[C@@H]1C[C@@H](CC1)OC(=O)OC1=CC=C(C=C1)[N+](=O)[O-])C tert-butyl (2-((R)-1-((S)-3-((tert-butoxycarbonyl)amino)butoxy)ethyl)pyridin-4-yl)(1-(tert-butyl)-3-((1S,3R)-3-(((4-nitrophenoxy)carbonyl)oxy)cyclopentyl)-1H-pyrazol-5-yl)carbamate